6-chloro-3-(((R)-1-(6-fluoro-2-((1R,5S,6S)-6-hydroxy-3-azabicyclo[3.1.0]hexan-3-yl)-3-methyl-4-oxo-3,4-dihydroquinazolin-8-yl)ethyl)amino)picolinic acid ClC1=CC=C(C(=N1)C(=O)O)N[C@H](C)C=1C=C(C=C2C(N(C(=NC12)N1C[C@@H]2C([C@@H]2C1)O)C)=O)F